4-((((9H-fluoren-9-yl)methoxy)carbonyl)amino)-4-(2-carboxyethyl)heptanedioic acid C1=CC=CC=2C3=CC=CC=C3C(C12)COC(=O)NC(CCC(=O)O)(CCC(=O)O)CCC(=O)O